NC1=NC=2C=NC(=CC2C2=C1COC2)C(=O)N2C(CC[C@@H](C2)C)C=2C=C1C3(C(N(C1=C(C2)F)C)=O)CC3 5'-((5S)-1-(4-amino-1,3-dihydrofuro[3,4-c][1,7]naphthyridine-8-carbonyl)-5-methylpiperidin-2-yl)-7'-fluoro-1'-methylspiro[cyclopropane-1,3'-indolin]-2'-one